C(C=C)NC(=O)N1CCCC2=CC=CC=C12 N-allyl-3,4-dihydroquinoline-1(2H)-carboxamide